C(#N)C1=C(C=C(C=C1)C)N1C(N([C@H](C1)C#N)C1=CN=CC2=CC=CC=C12)=O (R)-1-(2-cyano-5-methylphenyl)-3-(isoquinolin-4-yl)-2-oxoimidazoline-4-carbonitrile